P(=O)(OCN1/C(/SC(=N1)OCC1CCC(CC1)O)=N/C(=O)C=1C=NC(=CC1C1=C(C(=NC=C1OC)C)F)C)([O-])[O-] (((Z)-2-((3'-fluoro-5'-methoxy-2',6-dimethyl-[4,4'-bipyridine]-3-carbonyl)imino)-5-(((1r,4r)-4-hydroxycyclohexyl)methoxy)-1,3,4-thiadiazol-3(2H)-yl)methyl) phosphate